Ethyl (S)-2-(3-(2-(5-((4,6-difluoro-1H-indol-5-yl)oxy)-2-fluorophenyl)-1H-imidazol-5-yl)-3-methyl-2,3-dihydrobenzofuran-7-yl)acetate FC1=C2C=CNC2=CC(=C1OC=1C=CC(=C(C1)C=1NC(=CN1)[C@]1(COC2=C1C=CC=C2CC(=O)OCC)C)F)F